2-Amino-2-(3-nitrophenyl)acetic acid NC(C(=O)O)C1=CC(=CC=C1)[N+](=O)[O-]